N-((1,2,3,5,6,7-hexahydro-s-indacen-4-yl)carbamoyl)-3-(2-hydroxypropan-2-yl)benzenesulfonamide C1CCC2=C(C=3CCCC3C=C12)NC(=O)NS(=O)(=O)C1=CC(=CC=C1)C(C)(C)O